(1r,4r)-N1-(5-Fluoro-4-(7-(pyridin-3-yl)imidazo[1,2-a]pyridin-3-yl)pyrimidin-2-yl)cyclohexane-1,4-diamine FC=1C(=NC(=NC1)NC1CCC(CC1)N)C1=CN=C2N1C=CC(=C2)C=2C=NC=CC2